3-(5-((4-Benzylpiperidin-1-yl)methyl)-4H-1,2,4-triazol-3-yl)-5-methoxy-1H-indole C(C1=CC=CC=C1)C1CCN(CC1)CC=1NC(=NN1)C1=CNC2=CC=C(C=C12)OC